(trifluoro-methyl)copper FC(F)(F)[Cu]